1-((3,3-difluoro-1-methylcyclobutyl)methyl)-4-(difluoromethyl)-N-(2-(S-methylsulfonimidoyl)pyridin-4-yl)-3-(2,2,3-trifluorobicyclo[1.1.1]pentan-1-yl)-1H-pyrazole-5-carboxamide FC1(CC(C1)(C)CN1N=C(C(=C1C(=O)NC1=CC(=NC=C1)S(=O)(=N)C)C(F)F)C12C(C(C1)(C2)F)(F)F)F